3-[4-(3-bromo-2-methyl-phenoxy)cyclohexyl]-2,2-difluoro-propan-1-ol BrC=1C(=C(OC2CCC(CC2)CC(CO)(F)F)C=CC1)C